ClC1=C(C(=NC=N1)NC1=C(C=C(C(=C1)C1=NC(=NC=C1)N1C[C@@H](OCC1)C)F)N1C[C@@H](N([C@@H](C1)C)C)C)[N+](=O)[O-] 6-chloro-N-(4-fluoro-5-(2-((S)-2-methylmorpholino)pyrimidin-4-yl)-2-((3S,5R)-3,4,5-trimethylpiperazin-1-yl)phenyl)-5-nitropyrimidin-4-amine